FC=1C=C(C=C(C1)F)[C@@H]1CC[C@H]2OC3(C(N21)=O)CN(C3)C3=CC=NC=2N3N=CC2F (5'S,7a'R)-5'-(3,5-difluorophenyl)-1-(3-fluoropyrazolo[1,5-a]pyrimidin-7-yl)tetrahydro-3'H-spiro[azetidine-3,2'-pyrrolo[2,1-b]oxazol]-3'-one